octadecane-5,7-diol CCCCC(CC(CCCCCCCCCCC)O)O